2-((2-methoxy-4-(1-methyl-1H-pyrazol-5-yl)phenyl)amino)-4-(oxetan-3-ylamino)-7H-pyrrolo[2,3-d]pyrimidine-5-carbonitrile COC1=C(C=CC(=C1)C1=CC=NN1C)NC=1N=C(C2=C(N1)NC=C2C#N)NC2COC2